5-isopropenylisoquinoline C(=C)(C)C1=C2C=CN=CC2=CC=C1